4,5-diethyl-1,10-decanediamine C(C)C(CCCN)C(CCCCCN)CC